N-([1,1'-biphenyl]-4-yl)-N-(4-(dibenzothiophene-2-yl)phenyl)dibenzothiophene-2-amine C1(=CC=C(C=C1)N(C1=CC2=C(SC3=C2C=CC=C3)C=C1)C1=CC=C(C=C1)C1=CC3=C(SC2=C3C=CC=C2)C=C1)C1=CC=CC=C1